Cl.NC[C@]1([C@H](CN(C1)S(=O)(=O)C=1C=NC(=CC1)C(F)(F)F)OC1=CC(=C(C#N)C=C1)F)O 4-(((3S,4S)-4-(aminomethyl)-4-hydroxy-1-((6-(trifluoromethyl)pyridin-3-yl)sulfonyl)pyrrolidin-3-yl)oxy)-2-fluorobenzonitrile, Hydrochloride